N12C[C@H](C(CC1)CC2)OC(N[C@@H]2C(CC1=CC(=CC=C21)C2=CC=C(C=C2)CC(C)C)(C)C)=O (S)-quinuclidin-3-yl((R)-5-(4-isobutylphenyl)-2,2-dimethyl-2,3-dihydro-1H-inden-1-yl)carbamate